4-({4-[({2-[methyl(methylsulfonyl)amino]pyridin-3-yl}methyl)amino]-5-(trifluoromethyl)pyrimidin-2-yl}amino)benzamide CN(C1=NC=CC=C1CNC1=NC(=NC=C1C(F)(F)F)NC1=CC=C(C(=O)N)C=C1)S(=O)(=O)C